2-(2-chlorophenyl)-N-(4-((4-fluoro-3-methylphenoxy)methyl)-3-sulfamoylphenyl)acetamide ClC1=C(C=CC=C1)CC(=O)NC1=CC(=C(C=C1)COC1=CC(=C(C=C1)F)C)S(N)(=O)=O